(Z)-4-((5-(1,1-dioxidothiomorpholino)thiophen-2-yl)methylene)-3-phenylisoxazol-5(4H)-one O=S1(CCN(CC1)C1=CC=C(S1)\C=C/1\C(=NOC1=O)C1=CC=CC=C1)=O